C1(CCC1)C(NC1=CC=C2C=CC=NC2=C1)C1=C(C(=CC=C1)Cl)Cl N-[cyclobutyl-(2,3-dichlorophenyl)methyl]quinolin-7-amine